ClC1=C(C=CC(=C1)CNC(C)C)N1C=NC(=C1)C1=NC(=NC=C1C(F)(F)F)N[C@H]1[C@@H](CN(CC1)S(=O)(=O)C)F 4-(1-(2-Chloro-4-((isopropylamino)methyl)phenyl)-1H-imidazol-4-yl)-N-((3R,4R)-3-fluoro-1-(methylsulfonyl)piperidin-4-yl)-5-(trifluoromethyl)pyrimidin-2-amine